C=C(C(=O)OCC(Cl)(Cl)Cl)CC(=O)OC1CCC2=CC(=CC=C12)C(F)(F)F 1-(2,2,2-trichloroethyl) 4-(5-(trifluoromethyl)-2,3-dihydro-1H-inden-1-yl) 2-methylenesuccinate